(S)-N-(7-(3-hydroxy-3-methylbut-1-yn-1-yl)-5-methyl-4-oxo-2,3,4,5-tetrahydrobenzo[b][1,4]oxazepin-3-yl)-4-phenoxypicolinamide OC(C#CC1=CC2=C(OC[C@@H](C(N2C)=O)NC(C2=NC=CC(=C2)OC2=CC=CC=C2)=O)C=C1)(C)C